O\N=C(\C1=CC=CC=C1)/Cl (Z)-N-hydroxybenzimidoyl chloride